tri(hexadecyl)-methylammonium chloride [Cl-].C(CCCCCCCCCCCCCCC)[N+](C)(CCCCCCCCCCCCCCCC)CCCCCCCCCCCCCCCC